CC1=C2N(CCN(C2=CC=C1)C1=CC2=C(N=CN=C2)N(C1=O)C1=CC=C(C=C1)CN1CCOCC1)C(C=C)=O 6-(5-methyl-4-prop-2-enoyl-2,3-dihydroquinoxalin-1-yl)-8-[4-(morpholinomethyl)phenyl]pyrido[2,3-d]pyrimidin-7-one